ClC1=CC(=NC=N1)C1=CC(=C(C(=O)N)C=C1)C 4-(6-chloro-pyrimidin-4-yl)-2-methyl-benzamide